(8R,9S,13S,14S,16R,17R)-13-methyl-7,8,9,11,12,13,14,15,16,17-decahydro-6H-cyclopenta[a]phenanthrene-2,4-d2-3,16,17-triol C[C@@]12[C@H]([C@@H](C[C@H]1[C@@H]1CCC=3C(=C(C(=CC3[C@H]1CC2)[2H])O)[2H])O)O